(12R,16R)-13-ethyl-12-methyl-16-(2,2,2-trifluoroethyl)-12,13,16,17,18,19,20,21-octahydro-6,23-(azeno)-11,7-(metheno)imidazo[2,1-c][1,4,10,13,15]oxatetraazacyclohenicosin-14(15H)-one C(C)N1[C@@H](C=2N=CC=C(C3=CN4C(C(OCCCCC[C@@H](NC1=O)CC(F)(F)F)=N3)=NC=C4)C2)C